C(C)(C)(C)N(C(O)=O)C1CCC(CC1)C1=CC=C(C=C1)NC(=O)N1CC2=NC=C(C=C2C1)F.C1(=C(C=CC=C1)N1CCNCC1)C 1-(o-tolyl)piperazine tert-butyl-((1r,4r)-4-(4-(3-fluoro-6,7-dihydro-5H-pyrrolo[3,4-b]pyridine-6-carboxamido)phenyl)cyclohexyl)carbamate